methyl-trimethoxysilane methacrylate C(C(=C)C)(=O)O.C[Si](OC)(OC)OC